ClC1=C(C(=CC=C1Cl)O)C1CC(N(C1)C1=CN=C(S1)C)=S 4-(2,3-Dichloro-6-hydroxyphenyl)-1-(2-methylthiazol-5-yl)pyrrolidine-2-thione